ClC=1C=CC(=NC1)C=1C(=NC=CN1)C(C)NC(=O)C1=CC(=NC(=C1)C(F)(F)F)C1(CC1)C#N N-[1-[3-(5-chloro-2-pyridyl)pyrazin-2-yl]ethyl]-2-(1-cyanocyclopropyl)-6-(trifluoromethyl)pyridine-4-carboxamide